CC1(OB(OC1(C)C)C=1C=NN(C1)CC1(CCC1)O)C 1-((4-(4,4,5,5-tetramethyl-1,3,2-dioxaborolan-2-yl)-1H-pyrazol-1-yl)methyl)cyclobutan-1-ol